N-((6S,7S)-5-((R)-oxetane-2-carbonyl)-6-((2,3',5'-trifluoro-[1,1'-biphenyl]-3-yl)methyl)-5-azaspiro[2.4]heptan-7-yl)cyclopropanesulfonamide O1[C@H](CC1)C(=O)N1CC2(CC2)[C@@H]([C@@H]1CC=1C(=C(C=CC1)C1=CC(=CC(=C1)F)F)F)NS(=O)(=O)C1CC1